((5-methyl-6-(piperazin-1-yl)pyridin-3-yl)methyl)-2-(pentan-2-yloxy)imidazo[2,1-f][1,2,4]triazin-4-amine CC=1C=C(C=NC1N1CCNCC1)CC=1N=C2C(=NC(=NN2C1)OC(C)CCC)N